rac-(1S*,2S*)-N-(4-(((8-(aminomethyl)-6-cyclopropylimidazo[1,2-a]pyridin-2-yl)methyl)amino)pyridin-2-yl)-2-(3-chlorophenyl)cyclopropane-1-carboxamide NCC=1C=2N(C=C(C1)C1CC1)C=C(N2)CNC2=CC(=NC=C2)NC(=O)[C@@H]2[C@H](C2)C2=CC(=CC=C2)Cl |r|